2-{[(2S)-4-{6-[(4-cyanobenzyl)oxy]-5-fluoropyridin-2-yl}-2-methylpiperazin-1-yl]methyl}-1-(2-methoxyethyl)-1H-benzimidazole-6-carboxylic acid C(#N)C1=CC=C(COC2=C(C=CC(=N2)N2C[C@@H](N(CC2)CC2=NC3=C(N2CCOC)C=C(C=C3)C(=O)O)C)F)C=C1